C(=O)(O)CCCCC[N+]1=C(CC2=CC(=CC=C12)S(=O)(=O)[O-])\C=C\C=C\C=C\C=C\1/N(C2=CC=C(C=C2C1)S(=O)(=O)O)CC 1-(5-carboxypentyl)-2-[(1e,3e,5e,7z)-7-(1-ethyl-5-sulfo-1,3-dihydro-2H-indol-2-ylidene) hept-1,3,5-trien-1-yl]-3H-indolium-5-sulfonate